C(C=C)(=O)N1[C@H](CN(CC1)C=1C2=C(N=C(N1)OC[C@H]1N(CCC1)C)CC(OC2)C2=C(C(=CC=C2)C)C(F)(F)F)CC#N 2-((2S)-1-acryloyl-4-(7-(3-methyl-2-(trifluoromethyl)phenyl)-2-(((S)-1-methylpyrrolidin-2-yl)methoxy)-7,8-dihydro-5H-pyrano[4,3-d]pyrimidin-4-yl)piperazin-2-yl)acetonitrile